ClC=1C(=NC=C(C1)C=1C=C(C=2N(N1)C=C(N2)C)C)N 3-chloro-5-(2,8-dimethylimidazo[1,2-b]pyridazin-6-yl)pyridin-2-amine